O.S(=O)(=O)([O-])[O-].[Sn+4].S(=O)(=O)([O-])[O-] tin sulfate hydrate